diphenylmethylenecyclopentadienyl-(2,7-di-t-butylfluorenyl)zirconium dichloride [Cl-].[Cl-].C1(=CC=CC=C1)C(C1=CC=CC=C1)=[Zr+2](C1=C(C=CC=2C3=CC=C(C=C3CC12)C(C)(C)C)C(C)(C)C)C1C=CC=C1